1-(2-Isopropylnaphthalen-1-yl)cyclopropanamine C(C)(C)C1=C(C2=CC=CC=C2C=C1)C1(CC1)N